C(C)(=O)OC[C@H](N)C(=O)[O-] O-acetyl-Z-serinate